(S)-N-(2-(Azetidin-1-yl)-1-cyclopropylethyl)-4-fluoro-N,3-dimethylbenzamide N1(CCC1)C[C@H](C1CC1)N(C(C1=CC(=C(C=C1)F)C)=O)C